FC1=C(C=CC(=C1)F)C(C)=O (2,4-difluorophenyl)ethan-1-one